(S)-(6,7-dichloro-9-ethyl-1-methyl-1,3,4,5-tetrahydro-2H-pyrido[4,3-b]indol-2-yl)(5-methoxypyrimidin-2-yl)methanone ClC1=C(C=C(C=2C3=C(NC12)CCN([C@H]3C)C(=O)C3=NC=C(C=N3)OC)CC)Cl